CN(C)CC=1C=CC2=C(N=C(S2)CNC(=O)C2(CC3=CC=CC=C3C2)CC(=O)O)C1 2-[2-[[5-[(dimethylamino)methyl]-1,3-benzothiazol-2-yl]methylcarbamoyl]indan-2-yl]acetic acid